C1CC12CCN(CC2)C=2C=CC=CC2 3-(6-azaspiro[2.5]octane-6-yl)benzene